C(C)(C)(C)OC(=O)N1C(CCCC1)COCC#C ((prop-2-yn-1-yloxy)methyl)piperidine-1-carboxylic acid tert-butyl ester